N-Benzyl-1,2-ethan-diamin C(C1=CC=CC=C1)NCCN